ClC1=CC2=C(C(N(C=C2C2=CC(N(C=C2C2=CC=CC=C2)CCOC(F)(F)F)=O)C)=O)N1S(=O)(=O)C1=CC=C(C)C=C1 2-chloro-6-methyl-4-(2-oxo-5-phenyl-1-(2-(trifluoromethoxy)ethyl)-1,2-dihydropyridin-4-yl)-1-tosyl-1,6-dihydro-7H-pyrrolo[2,3-c]pyridin-7-one